hydroxy-[1,1'-biphenyl]-4-sulfonyl chloride OC1=C(C=CC(=C1)S(=O)(=O)Cl)C1=CC=CC=C1